ClC1=C(C=O)C=C(C(=C1)F)N 2-chloro-4-fluoro-5-aminobenzaldehyde